[F-].N1C=CC2=CC=CC=C12 indole fluoride